3''-chloro-3-(2-hydroxypropane-2-yl)-4''-((3-methoxypyridine-2-yl)methoxy)-5',6''-dimethyl-2H,2''H-[1,2':4',1''-terpyridine] ClC=1CN(C(=CC1OCC1=NC=CC=C1OC)C)C1=CC(=NC=C1C)N1CC(=CC=C1)C(C)(C)O